CNC=1N=CC(=C2C=C(N=CC12)NC(=O)C1CC1)C=1N=C2N(C=C(C=C2)N2CCOCC2)C1 N-(8-(methylamino)-5-(6-morpholinoimidazo[1,2-a]pyridin-2-yl)-2,7-naphthyridin-3-yl)cyclopropanecarboxamide